naphthalen-2-yl palmitate trifluoroacetate FC(C(=O)O)(F)F.C(CCCCCCCCCCCCCCC)(=O)OC1=CC2=CC=CC=C2C=C1